[Fe].C1(=C(C(=C(C(=C1)C(=O)O)C(=O)O)C(=O)O)C(=O)O)C1=CC=CC=C1 biphenyltetracarboxylic acid iron